6-(3,8-diazabicyclo[3.2.1]octan-3-yl)nicotinonitrile C12CN(CC(CC1)N2)C2=NC=C(C#N)C=C2